N-(4-{4-amino-7-[1-(1-cyanocyclopropyl)-1H-pyrazol-4-yl]-1-methyl-1H-pyrazolo[4,3-c]pyridin-3-yl}-2-[(1S)-1-(4-fluorophenyl)ethoxy]phenyl)-1,1-difluoromethanesulfonamide NC1=NC=C(C2=C1C(=NN2C)C2=CC(=C(C=C2)NS(=O)(=O)C(F)F)O[C@@H](C)C2=CC=C(C=C2)F)C=2C=NN(C2)C2(CC2)C#N